FC=1C=C(C=CC1F)C1CNCC1 3-(3,4-difluorophenyl)pyrrolidine